2-hydroxy-1,2-di(4-chlorophenyl)ethanone OC(C(=O)C1=CC=C(C=C1)Cl)C1=CC=C(C=C1)Cl